N(=C=O)C1=CC=C(OC(C(=O)OCCOC(COC2=CC=C(C=C2)N=C=O)=O)CCCC)C=C1 (4-isocyanato-phenoxy)-acetic acid 2-[2-(4-isocyanato-phenoxy)-hexanoyloxy]-ethyl ester